FC(C(=O)N1CCN(CC1)C1CCN(CC1)C1=C(C=C(C(=C1)OC)[N+](=O)[O-])C=1C=NN(C1)C)(F)F 2,2,2-trifluoro-1-(4-(1-(5-methoxy-2-(1-methyl-1H-pyrazol-4-yl)-4-nitrophenyl)piperidin-4-yl)piperazin-1-yl)ethane-1-one